(S)-1-(3-(6-amino-4,6-dihydrospiro[cyclopenta[d]thiazole-5,4'-piperidine]-1'-yl)-6-(2,3-dichlorophenyl)-5-methylpyrazin-2-yl)cyclopropane-1-ol N[C@@H]1C2=C(N=CS2)CC12CCN(CC2)C=2C(=NC(=C(N2)C)C2=C(C(=CC=C2)Cl)Cl)C2(CC2)O